N-[5-(2,6-difluoro-4-methoxyphenyl)-2-(3-fluorophenyl)-1-methyl-3-oxo-2,3-dihydro-1H-pyrazol-4-yl]-4-(difluoromethoxy)benzamide FC1=C(C(=CC(=C1)OC)F)C1=C(C(N(N1C)C1=CC(=CC=C1)F)=O)NC(C1=CC=C(C=C1)OC(F)F)=O